azidotetraethylene glycol methacrylate C(C(=C)C)(=O)O.N(=[N+]=[N-])C(COCCOCCOCCO)O